C(=CC)[Si](OC)(OC)CCCCCCCC propenyloctyldimethoxysilane